methoxy-1H-1,2,3-triazole-4-carboxamide CON1N=NC(=C1)C(=O)N